C(C)(C)(C)OC(=O)N1[C@@H](C[C@H](C1)F)C1=NN(C(=C1)C(N)=O)C (2S,4R)-1-tert-Butoxycarbonyl-2-(5-carbamoyl-1-methyl-1H-pyrazol-3-yl)-4-fluoropyrrolidine